1-ethyl-(3-dimethylaminopropyl)-carbodiimide hydrochloride Cl.C(C)N=C=NCCCN(C)C